COC=1C=C(C(=O)OC(C)(C)C)C=C(C1C=O)OC t-butyl 3,5-dimethoxy-4-formylbenzoate